5-(2-oxopyrrolidin-1-yl)-8,14-dioxa-10,19,20-triazatetracyclo[13.5.2.12,6.018,21]tricosa-1(20),2(23),3,5,15(22),16,18(21)-heptaen-9-one O=C1N(CCC1)C=1C=CC=2C3=NNC=4C=CC(OCCCNC(OCC1C2)=O)=CC34